FC(C1=CC=C(C=C1)C1=NC(=C2N1C=CC=N2)CNC(C=C)=O)(F)F N-((6-(4-(trifluoromethyl)phenyl)imidazo[1,5-a]pyrimidin-8-yl)methyl)acrylamide